3-(4-(bicyclo[4.2.0]octa-1,3,5-trien-3-yl)-4H-1,2,4-triazol-3-yl)-2-(6-methyl-4-(trifluoromethyl)pyridin-2-yl)hexahydrocyclopenta[c]pyrrol-1(2H)-one C12=CC(=CC=C2CC1)N1C(=NN=C1)C1C2C(C(N1C1=NC(=CC(=C1)C(F)(F)F)C)=O)CCC2